3-(5-(2,5-difluoro-4-methyl-3-(7-morpholinoimidazo[1,2-a]pyridine-3-carboxamido)phenyl)-1,2,4-oxadiazol-3-yl)azetidine-1-carboxylic acid methyl ester COC(=O)N1CC(C1)C1=NOC(=N1)C1=C(C(=C(C(=C1)F)C)NC(=O)C1=CN=C2N1C=CC(=C2)N2CCOCC2)F